chol-8(14)-en-24-oic acid C(CC[C@@H](C)[C@H]1CCC2=C3CCC4CCCC[C@]4(C)[C@H]3CC[C@]12C)(=O)O